O=C(CCC(=O)OCCC(CCC=C(CC)C)C)C 3,7-dimethylnon-6-en-1-yl 4-oxopentanoate